COC(C1=C(C(=CC(=C1)Br)C(F)(F)F)C)=O 5-bromo-2-methyl-3-(trifluoromethyl)benzoic acid methyl ester